N-((11-oxo-10,11-dihydrodibenzo[b,f][1,4]thiazepin-8-yl)methyl)-N-phenethyl-acetamide O=C1NC2=C(SC3=C1C=CC=C3)C=CC(=C2)CN(C(C)=O)CCC2=CC=CC=C2